5-(4-(4-acryloylpiperazin-1-yl)quinazolin-6-yl)pyridine C(C=C)(=O)N1CCN(CC1)C1=NC=NC2=CC=C(C=C12)C=1C=CC=NC1